Imidazo[4,5-d]pyridazinone N=1C(N=C2C1C=NN=C2)=O